ClC(OC=1C=C2C(N(C(NC2=CC1)=O)C1=CN=CC2=CC=CC=C12)=O)(F)F 6-(chlorodifluoromethoxy)-3-(isoquinolin-4-yl)quinazoline-2,4(1H,3H)-dione